5-(difluoromethyl)-N-((6-ethoxy-1-methyl-1H-benzimidazol-7-yl)methyl)thiophene-3-carboxamide FC(C1=CC(=CS1)C(=O)NCC1=C(C=CC2=C1N(C=N2)C)OCC)F